C(C)(N)(N)N Ethantriamin